tert-butyl N-[5-[[4-[[3-[1-(2,2-difluoroethyl)-3-(trifluoromethyl)pyrazol-4-yl]imidazo[1,2-a]pyrazin-8-yl]amino]-2-ethyl-benzoyl]amino]pentyl]carbamate FC(CN1N=C(C(=C1)C1=CN=C2N1C=CN=C2NC2=CC(=C(C(=O)NCCCCCNC(OC(C)(C)C)=O)C=C2)CC)C(F)(F)F)F